(E)-4-bromo-N-formylaminobut-2-enamide BrC/C=C/C(=O)NNC=O